6-(3'-((1r,3r)-adamantan-2-yl)-2'-methoxy-5'-methyl-[1,1'-biphenyl]-2-yl)pyridine C12C(C3CC(CC(C1)C3)C2)C=2C(=C(C=C(C2)C)C2=C(C=CC=C2)C2=CC=CC=N2)OC